C1(=CC=CC=C1)C1=CC(=NC=C1C1=CC(=CC=C1)OC)C(F)(F)F 4-phenyl-5-(3-methoxyphenyl)-2-(trifluoromethyl)pyridine